methyl (S)-3-(7-bromo-1,3-dihydroisobenzofuran-4-yl)-2-(2,6-difluoro-4-((R)-3-(trifluoromethyl)morpholino)benzamido)propanoate BrC=1C=CC(=C2COCC12)C[C@@H](C(=O)OC)NC(C1=C(C=C(C=C1F)N1[C@H](COCC1)C(F)(F)F)F)=O